C1(=CC=CC=C1)C=1OC(=CN1)C=O 2-phenyl-oxazole-5-carbaldehyde